CCCCCCCCCCCCCC(=O)O[C@H](COC(=O)CCC/C=C\C/C=C\C/C=C\C/C=C\CCCCC)COP(=O)(O)OC[C@@H](C(=O)O)N 1-(5Z,8Z,11Z,14Z-eicosatetraenoyl)-2-tetradecanoyl-glycero-3-phosphoserine